BrC=1C=C2C(=NC1)N(N=C2OC)C2=CC=C(C=C2)OC 5-bromo-3-methoxy-1-(4-methoxyphenyl)-1H-pyrazolo[3,4-b]pyridine